N1=NNNC1 Tetrazoline